Cl.N1N=CC=C2C1=NC=N2 imidazo[4,5-c]pyridazine hydrochloride